C1(CC1)C=1C=C(C(=NC1)C1=NN=C(C2=CC=CC=C12)N[C@H]1CN(CCC1)C)O (R)-5-Cyclopropyl-2-(4-((1-methylpiperidin-3-yl)amino)phthalazin-1-yl)pyridin-3-ol